CNN1N=CC(=C1)C(=O)N (methylamino)-1H-pyrazole-4-carboxamide